C(#N)C[C@@H](CO)NC(OC(C)(C)C)=O tert-butyl (S)-(1-cyano-3-hydroxypropan-2-yl)carbamate